FC1(CN(CCC1NC)C1=CC=CC=2N(C(N(C21)C)=O)C2C(NC(CC2)=O)=O)F 3-[4-[3,3-Difluoro-4-(methylamino)-1-piperidinyl]-3-methyl-2-oxo-benzoimidazol-1-yl]piperidine-2,6-dione